(1R,2R)-2-azido-2-(2-chlorophenyl)cyclohexane-1-ol N(=[N+]=[N-])[C@@]1([C@@H](CCCC1)O)C1=C(C=CC=C1)Cl